((2R,6R)-4-(2-(bis(2,4-dimethoxybenzyl)amino)thiazolo[4,5-c]pyridin-7-yl)-6-methylmorpholin-2-yl)((S)-6,8-dichloro-1-methyl-3,4-dihydroisoquinolin-2(1H)-yl)methanone COC1=C(CN(C=2SC3=C(C=NC=C3N3C[C@@H](O[C@@H](C3)C)C(=O)N3[C@H](C4=C(C=C(C=C4CC3)Cl)Cl)C)N2)CC2=C(C=C(C=C2)OC)OC)C=CC(=C1)OC